C(C(C)C)N1[C@H]2[C@H]([C@]3(NC[C@H]2[C@@H](CC1)C3)C(=O)NCC(C)C)CC3=CC=CC=C3 |o1:5,6,7,10,11| (1S*,2R*,3R*,7S*,8R*)-4-isobutyl-1-isobutylaminocarbonyl-2-benzyl-4,10-diazatricyclo[5.3.1.03,8]undecane